1-ethoxy-1-oxobutan-2-yl 1-{2-chloro-4-fluoro-5-[3-methyl-2,6-dioxo-4-(trifluoromethyl)-3,6-dihydropyrimidin-1(2H)-yl]phenoxy}cyclopropanecarboxylate ClC1=C(OC2(CC2)C(=O)OC(C(=O)OCC)CC)C=C(C(=C1)F)N1C(N(C(=CC1=O)C(F)(F)F)C)=O